N-{10-[({4-[(1S,4S,5R)-5-{[5-cyclopropyl-3-(2,6-dichlorophenyl)-1,2-oxazol-4-yl]methoxy}-2-azabicyclo[2.2.1]heptan-2-yl]-3-fluorophenyl}formamido)sulfonyl]decyl}-2-methoxyacetamide C1(CC1)C1=C(C(=NO1)C1=C(C=CC=C1Cl)Cl)CO[C@H]1[C@@H]2CN([C@H](C1)C2)C2=C(C=C(C=C2)C(=O)NS(=O)(=O)CCCCCCCCCCNC(COC)=O)F